bromo-8''-methyl-2''H-dispiro[cyclopropane-1,1'-cyclohexane-3',3''-imidazo[1,5-a]pyridine]-1'',5''-dione BrN1C2(N3C(=C(C=CC3=O)C)C1=O)CC1(CCC2)CC1